NC1=C(C(=C(C(=O)OC)C=C1)OCCN1N=CC(=C1I)C#N)I methyl 4-amino-2-(2-(4-cyano-5-iodo-1H-pyrazol-1-yl) ethoxy)-3-iodobenzoate